C1(CC1)[C@@H]1N(CC[C@@H](C1)OC=1C(=NC(=CC1)OCC)C(F)(F)F)C=1C=CC(=NC1C(=O)N[C@H]1CN(CC1)C)C=1C(=NC=CC1)OCC 5-(cis-2-cyclopropyl-4-{[6-ethoxy-2-(trifluoromethyl)pyridin-3-yl]oxy}piperidin-1-yl)-2'-ethoxy-N-[(3R)-1-methylpyrrolidin-3-yl]-[2,3'-bipyridine]-6-carboxamide